1-(2-Hydroxyethyl)-N-((1,2,3,5,6,7-hexahydro-s-indacen-4-yl)carbamoyl)azetidine-3-sulfonamide, Potassium Salt [K].OCCN1CC(C1)S(=O)(=O)NC(NC1=C2CCCC2=CC=2CCCC12)=O